OCCN1CCN(CC1)C1=CC=C(C=C1)NC1=NC(=NC=2C=NNC(C21)=O)N2CCC(CC2)CC#N 2-(1-(4-((4-(4-(2-hydroxyethyl)piperazin-1-yl)phenyl)amino)-5-oxo-5,6-dihydropyrimido(4,5-d)pyridazin-2-yl)piperidin-4-yl)acetonitrile